1-isopropyl-3-(2-methylphenyl)-N-(4-((5-methylpyrazolo[1,5-a]pyrimidine-7-yl)oxy)phenyl)-2,4-dioxo-1,2,3,4-tetrahydropyrimidine-5-carboxamide C(C)(C)N1C(N(C(C(=C1)C(=O)NC1=CC=C(C=C1)OC1=CC(=NC=2N1N=CC2)C)=O)C2=C(C=CC=C2)C)=O